2-[[5-(3-bromo-4-fluoro-phenoxy)-6-fluoro-4-methylsulfanyl-indol-1-yl]methoxy]ethyl-trimethyl-silane BrC=1C=C(OC=2C(=C3C=CN(C3=CC2F)COCC[Si](C)(C)C)SC)C=CC1F